N1=C(SC2=C1C1=C(C=C2)OCC1)N1C(N[C@@H]2[C@H]1C[C@@H]([C@H]2N(C)C)C)=O (3aR,4R,5S,6aR)-1-(7,8-dihydrofuro[3,2-e][1,3]benzothiazol-2-yl)-4-(dimethylamino)-5-methylhexahydrocyclopenta[d]imidazol-2(1H)-one